O-acetyl-L-homoserine acetate C(C)(=O)O.C(C)(=O)OCC[C@H](N)C(=O)O